4-(4-fluoro-1-methyl-6-oxo-2-(trifluoromethyl)-1,6-dihydrochromeno[7,8-d]imidazol-8-yl)benzaldehyde FC1=CC=2C(C=C(OC2C2=C1N=C(N2C)C(F)(F)F)C2=CC=C(C=O)C=C2)=O